C(C)(C)(C)N1C[C@H](N(S(C2=C1C=C(C(=C2)OC)F)(=O)=O)C)C(C)C (R)-5-(tert-butyl)-7-fluoro-3-isopropyl-8-methoxy-2-methyl-2,3,4,5-tetrahydrobenzo[f][1,2,5]thiadiazepine 1,1-dioxide